N1(CCCC2=NC=CC=C12)C1=NN(C2=NC(=CN=C21)N2CC(CC2)(C)CNC(OC(C)(C)C)=O)CC2=CC=C(C=C2)OC Tert-butyl ((1-(3-(3,4-dihydro-1,5-naphthyridin-1(2H)-yl)-1-(4-methoxybenzyl)-1H-pyrazolo[3,4-b]pyrazin-6-yl)-3-methylpyrrolidin-3-yl)methyl)carbamate